7-bromo-5-fluoro-1-oxa-1,2,4-benzotriazin-1-ium-3-ol BrC1=CC2=C(N=C(N=[O+]2)O)C(=C1)F